Z-13-octadecenyl acetate C(C)(=O)OCCCCCCCCCCCC\C=C/CCCC